FC1=C(C(=CC=C1)O)C=1C=CC2=CN(N=C2C1)C1CCN(CC1)C(C=C)=O 1-(4-(6-(2-fluoro-6-hydroxyphenyl)-2H-indazol-2-yl)piperidin-1-yl)prop-2-en-1-one